(1S)-1-amino-6-(methylsulfinyl)-1,3-dihydrospiro[indene-2,4'-piperidin] N[C@@H]1C2=CC(=CC=C2CC12CCNCC2)S(=O)C